acetonitrile dihydrochloride Cl.Cl.C(C)#N